C1([C@H](O)[C@@H](O)[C@H](O)[C@H](O1)CO)O[C@@H]([C@@H]([C@H](C=O)O)O)[C@H](O)CO D-glucopyranosyl-(1→4)-D-glucose